dimethylsilyl-bis(2-methyl-4,6-diisopropylindenyl)zirconium dichloride [Cl-].[Cl-].C[SiH](C)[Zr+2](C1C(=CC2=C(C=C(C=C12)C(C)C)C(C)C)C)C1C(=CC2=C(C=C(C=C12)C(C)C)C(C)C)C